tert-butyl (1R,5S)-3-(2-((4-cyano-2-fluorobenzyl) oxy) pyridin-3-yl)-3,8-diazabicyclo[3.2.1]octane-8-carboxylate C(#N)C1=CC(=C(COC2=NC=CC=C2N2C[C@H]3CC[C@@H](C2)N3C(=O)OC(C)(C)C)C=C1)F